CN(CCOC1=CC=C(C=N1)C=O)C 6-[2-(dimethylamino)ethoxy]pyridine-3-carbaldehyde